O1C(CCCC1)P(=O)(O)CC(C(=O)O)CCC(=O)O 2-[[(2-tetrahydropyranyl)hydroxyphosphinyl]methyl]glutaric acid